CN1N=C(C=C1)C1=CC(=C(C(=O)N[C@H]2CN(CCC2)C2=CC(=C(C=C2)F)F)C=C1)F 4-(1-methyl-1H-pyrazole-yl)-N-((3R,4R)-(3,4-difluorophenyl)piperidin-3-yl)-2-fluorobenzamide